4-hexyloxybenzene C(CCCCC)OC1=CC=CC=C1